(+/-)-4-(4-{[2-(1,3-Dimethyl-1H-pyrazol-4-yl)pyrrolidin-1-yl]methyl}phenoxy)-2-hydroxybenzamide CN1N=C(C(=C1)[C@@H]1N(CCC1)CC1=CC=C(OC2=CC(=C(C(=O)N)C=C2)O)C=C1)C |r|